2-methyl-1-(2-(5-(m-tolyl)-1H-imidazol-2-yl)piperidin-1-yl)butan-1-one CC(C(=O)N1C(CCCC1)C=1NC(=CN1)C=1C=C(C=CC1)C)CC